1-methyl-N-(6-morpholinobenzo[d]thiazol-2-yl)piperidine-4-carboxamide CN1CCC(CC1)C(=O)NC=1SC2=C(N1)C=CC(=C2)N2CCOCC2